BrC1=NC(=CC=C1N1CN(C2=CC=C(C=C2C1=O)C(F)(F)F)C1=C(OCCNC(OC(C)(C)C)=O)C=C(C=C1)F)OC tert-butyl (2-(2-(3-(2-bromo-6-methoxypyridin-3-yl)-4-oxo-6-(trifluoromethyl)-3,4-dihydroquinazolin-1(2H)-yl)-5-fluorophenoxy)ethyl)carbamate